2,11-dimethyl-4,5-dihydro-1H-benzo[H]pyrrolo[3,4-c]quinoline-1,3(2H)-dione CN1C(C=2C(=NC=3C4=C(CCC3C2C1=O)C=CC=C4)C)=O